5,6-difluoro-2-(2-octyldodecyl)-2H-benzotriazole FC1=CC=2C(=NN(N2)CC(CCCCCCCCCC)CCCCCCCC)C=C1F